N1-([1,1'-biphenyl]-4-yl)-N3-phenyl-N1-(4-(5-phenyl-5H-pyrido[2,3-b]indol-8-yl)phenyl)-N3-(4-(9-phenyl-9H-pyrido[2,3-b]indol-6-yl)phenyl)benzene-1,3-diamine C1(=CC=C(C=C1)N(C1=CC(=CC=C1)N(C1=CC=C(C=C1)C=1C=C2C3=C(N(C2=CC1)C1=CC=CC=C1)N=CC=C3)C3=CC=CC=C3)C3=CC=C(C=C3)C=3C=CC(C1=C2C(=NC31)N=CC=C2)C2=CC=CC=C2)C2=CC=CC=C2